ClC=1C(=NC=CC1C1=C(C(=CC=C1)C1=NC(=C(C=C1)CNC1CC(C1)(C)O)OC)Cl)C1=CC(=C(CN2CC3(C2)CNC(C3)=O)C=C1)OC 2-(4-(3-Chloro-4-(2-chloro-3-(5-((((1r,3r)-3-hydroxy-3-methylcyclobutyl)-amino)methyl)-6-methoxypyridin-2-yl)phenyl)pyridin-2-yl)-2-methoxybenzyl)-2,6-diazaspiro[3.4]octan-7-one